C=CCCCC 2E-hexen